(3-(bromomethyl)phenyl)-2-chloro-N,4-dimethylaniline BrCC=1C=C(C=CC1)N(C1=C(C=C(C=C1)C)Cl)C